COC1=C(C(=O)N=S(=O)(C)C2=CC=C(C=C2)OC)C=CC(=C1)C1=NOC(=N1)C(F)(F)F 2-methoxy-N-((4-methoxyphenyl)(methyl)(oxo)-lambda6-sulfanylidene)-4-(5-(trifluoromethyl)-1,2,4-oxadiazol-3-yl)benzamide